OC(C12CC(C1)(C2)C=2C=C(C(=O)O)C=CC2)C=2C=NC(=CC2)C(F)(F)F 3-(3-(hydroxyl(6-(trifluoromethyl)pyridin-3-yl)methyl)bicyclo[1.1.1]pentan-1-yl)benzoic acid